O\N=C(\C1=CC=NC=C1)/N (Z)-N'-hydroxy-4-picolinamidine